di-tert-butylmethylene(cyclopentadienyl)(fluorenyl)titanium dichloride [Cl-].[Cl-].C(C)(C)(C)C(C(C)(C)C)=[Ti+2](C1=CC=CC=2C3=CC=CC=C3CC12)C1C=CC=C1